IC1=CC=C(N=N1)NC(CC1=NC=CC=C1)=O N-(6-iodopyridazin-3-yl)-2-(pyridin-2-yl)acetamide